BrC=1C=C(C=CC1)N\N=C(\C(=O)OCC)/Cl 1-Ethyl (2Z)-2-[(3-bromophenyl)hydrazono]-2-chloro-acetate